C(C)(C)(C)OC(=O)N1CC(CC1)C=1NC(C2=CC=CC=C2C1)=O 3-(1-oxo-1,2-dihydroisoquinolin-3-yl)pyrrolidine-1-carboxylic acid tert-butyl ester